bisulfate ammonium [NH4+].S([O-])(O)(=O)=O